tert-butyl ((1r,3r)-3-(4-(2-(4-((6-((3,3-difluoroazetidin-1-yl)methyl)pyridazine-3-yl)oxy)phenyl) propan-2-yl)phenoxy)cyclobutyl)carbamate FC1(CN(C1)CC1=CC=C(N=N1)OC1=CC=C(C=C1)C(C)(C)C1=CC=C(OC2CC(C2)NC(OC(C)(C)C)=O)C=C1)F